CC1=NNC(=C1C#N)C 3,5-dimethyl-1H-pyrazole-4-carbonitrile